C(C)(=O)N[C@@H](CC1=CC(I)=C(C(I)=C1)OC1=CC(I)=C(C(I)=C1)O)C(=O)O N-acetyl-thyroxine